lithium resorcinol C1(O)=CC(O)=CC=C1.[Li]